BrC1=CC=C(C=C1)C1CN(CCC1)C(C(C)(C)C)=O 1-[3-(4-bromophenyl)piperidin-1-yl]-2,2-dimethylpropane-1-one